CSC1=CC=C(OC=2C=C(C(C#N)=CC2)C#N)C=C1 4-(4-(methylthio)phenoxy)phthalonitrile